ClC1=C(C=CC=C1C(OC)OC)O 2-chloro-3-dimethoxymethylphenol